(R)-6-(isopropylthio)-2-methyl-N-(1-(3-nitro-5-(trifluoromethyl)phenyl)ethyl)-7-(pyrrolidin-1-yl)pyrido[2,3-d]pyrimidin-4-amine C(C)(C)SC1=CC2=C(N=C(N=C2N[C@H](C)C2=CC(=CC(=C2)C(F)(F)F)[N+](=O)[O-])C)N=C1N1CCCC1